(3S,4R,5R,6R)-6-(aminomethyl)-3-thiomorpholinotetrahydro-2H-pyran-2,4,5-triol NC[C@@H]1[C@@H]([C@@H]([C@@H](C(O1)O)N1CCSCC1)O)O